NCCC[Si](OC)(OC)OC aminopropyl-trimethoxy-silane